ClC1=NC(=CC(=C1)C=1C(=NN2C1N=C(C=C2)N[C@@H](C(C)(C)O)C)C=2C=C(C#N)C=CC2)C |r| 3-[3-(2-chloro-6-methyl-4-pyridinyl)-5-[[rac-(1R)-2-hydroxy-1,2-dimethyl-propyl]amino]pyrazolo[1,5-a]pyrimidin-2-yl]benzonitrile